OC(CCOS(=O)(=O)C1=CC=C(C=C1)C)(CC#C)C 4-methylbenzenesulfonic acid (3-hydroxy-3-methyl-hex-5-ynyl) ester